OP(O)OP(O)O.C(CCC)C1=C(C=CC(=C1)CCCC)C(O)(C(CO)(CO)CO)C1=C(C=C(C=C1)CCCC)CCCC Bis(2,4-dibutylphenyl)Pentaerythritol diphosphite